C1(CC1)C1=CC=C(C=C1)C12CCC(CC1)(CC2)CN(C(=O)C2CC2)C=2C=C(C=CC2)/C=C/C(=O)OC methyl (E)-3-(3-(N-((4-(4-cyclopropylphenyl) bicyclo[2.2.2]octan-1-yl)methyl)cyclopropanecarboxamido)phenyl)acrylate